4-tert-butyl-3-methyl-2-hydroxybenzaldehyde C(C)(C)(C)C1=C(C(=C(C=O)C=C1)O)C